ClC=1C=C2C(OCC3OC=4C(=CC=CC4C4=C(C=C(C(NS(C(C1OC)=C2)(=O)=O)=C4)F)F)C3)=O 15-chloro-21,23-difluoro-16-methoxy-18,18-dioxo-8,11-dioxa-18λ6-thia-19-azapentacyclo[18.3.1.16,9.113,17.02,7]hexacosa-1(23),2(7),3,5,13,15,17(25),20(24),21-nonaen-12-one